CN(C(=O)C=1C=CC=2N(C1)C(=CN2)C2=CC=C(C=C2)NC(OC)=O)C=2C(=NC=CC2)C methyl N-[4-[6-[methyl-(2-methyl-3-pyridyl)carbamoyl]imidazo[1,2-a]pyridin-3-yl]phenyl]carbamate